ClCC([C@H](C[C@H]1C(NCCC1)=O)NC([C@H](CC1CC1)NC(=O)C=1NC2=C(C=CC=C2C1)F)=O)=O N-[(2S)-1-({(2S)-4-chloro-3-oxo-1-[(3S)-2-oxopiperidin-3-yl]butan-2-yl}amino)-3-cyclopropyl-1-oxopropan-2-yl]-7-fluoro-1H-indole-2-carboxamide